(7-((5-Chloro-4-methoxypyridin-2-yl)oxy)-2-azaspiro[3.5]nonan-2-yl)((1s,3s)-3-hydroxy-3-methylcyclobutyl)methanon ClC=1C(=CC(=NC1)OC1CCC2(CN(C2)C(=O)C2CC(C2)(C)O)CC1)OC